C(#N)C=1C=C(C(=C(C1)N1[C@H](CN(CC1)C(=O)OC(C)(C)C)C)OC)NC1=NC=2N(C(=N1)N(CC1=CC=C(C=C1)OC)C1CC1)N=CC2C#N tert-butyl (S)-4-(5-cyano-3-((8-cyano-4-(cyclopropyl(4-methoxybenzyl)amino)pyrazolo[1,5-a][1,3,5]triazin-2-yl)amino)-2-methoxyphenyl)-3-methylpiperazine-1-carboxylate